tert-butyl 7-[2-({4-[(dimethylcarbamoyl) methyl]phenyl}amino)-5H,6H,7H,8H-pyrido[3,4-d]pyrimidin-7-yl]-8-methyl-1H,2H,3H-pyrido[2,3-b][1,4]oxazine-1-carboxylate CN(C(=O)CC1=CC=C(C=C1)NC=1N=CC2=C(N1)CN(CC2)C2=C(C1=C(OCCN1C(=O)OC(C)(C)C)N=C2)C)C